C(C1=CC=CC=C1)(=O)C=1C=C(C=CC1)C(C(=O)[O-])C 2-(3-benzoylphenyl)propionate